N1(CC(C1)N1CCC(CC1)C=1C=NN(C1)C1(CCC1)C(=O)NC1=C(C=C(C=C1)C(F)(F)F)Cl)C1CNC1 1-(4-(1-([1,3'-biazetidin]-3-yl)piperidin-4-yl)-1H-pyrazol-1-yl)-N-(2-chloro-4-(trifluoromethyl)phenyl)cyclobutane-1-carboxamide